C(C)OC(C(=NO)C#N)=O.C1(CCCCC1)N=C=NC1CCCCC1 (N,N'-Dicyclohexylcarbodiimide) Ethylcyano(hydroxyimino)acetate